3-(allyloxy)propanoic acid C(C=C)OCCC(=O)O